4-{4-[7-(aminocarbonyl)-2H-indazol-2-yl]benzyl}-6-fluoro-1,4-diazacycloheptan-1-ium trifluoroacetate FC(C(=O)[O-])(F)F.NC(=O)C1=CC=CC2=CN(N=C12)C1=CC=C(CN2CC[NH2+]CC(C2)F)C=C1